Cl.OC(C)O oxylethanol hydrochloride